6-(8-(benzo[d]thiazol-2-ylcarbamoyl)-6-(methyl(2-(methylamino)ethyl)amino)-3,4-dihydroisoquinolin-2(1H)-yl)-3-(1-(cyclohexylmethyl)-5-methyl-1H-pyrazol-4-yl)picolinic acid S1C(=NC2=C1C=CC=C2)NC(=O)C=2C=C(C=C1CCN(CC21)C2=CC=C(C(=N2)C(=O)O)C=2C=NN(C2C)CC2CCCCC2)N(CCNC)C